(S)-6-(6-Chloro-5-fluoro-2-oxo-1,2-dihydrospiro[benzo[d][1,3]oxazine-4,3'-pyrrolidin]-1'-yl)-N-((6-morpholinopyridin-3-yl)methyl)pyrazine-2-carboxamide ClC1=C(C2=C(NC(O[C@]23CN(CC3)C3=CN=CC(=N3)C(=O)NCC=3C=NC(=CC3)N3CCOCC3)=O)C=C1)F